propan-2-yl 2,2,2-tribromoacetate BrC(C(=O)OC(C)C)(Br)Br